C(C)S(=O)(=O)C=1C(=NC(=CC1)F)C=1OC2=C(N1)C=C(C=C2)S(=O)(=O)C(F)(F)F 2-(3-ethylsulfonyl-6-fluoro-2-pyridyl)-5-(trifluoromethylsulfonyl)-1,3-benzoxazole